N(C(=O)N)C(N)C(=O)O 2-ureidoglycine